C(C)(C)(C)C1=CN(C=2C1=NC(=CC2)C(=O)N2C(CN(CC2)C2=NC(=C(C(=O)O)C(=C2)C)C)(C)C)C2=CC(=C(C=C2)Cl)F 6-(4-(3-(tert-butyl)-1-(4-chloro-3-fluorophenyl)-1H-pyrrolo[3,2-b]pyridine-5-carbonyl)-3,3-dimethylpiperazin-1-yl)-2,4-dimethylnicotinic acid